N-((2-(2,6-dioxopiperidin-3-yl)-1-oxoisoindolin-5-yl)methyl)-6-cyano-2H-chromene-3-carboxamide O=C1NC(CCC1N1C(C2=CC=C(C=C2C1)CNC(=O)C=1COC2=CC=C(C=C2C1)C#N)=O)=O